4-(N-Boc-piperidino)phenylboronic acid pinacol ester B1(OC(C(O1)(C)C)(C)C)C2=CC=C(C=C2)C3CCN(CC3)C(=O)OC(C)(C)C